C1(=CC=CC2=CC=CC=C12)[C@H]1[C@@H](CC1)C(=O)OCC#C Trans-prop-2-yn-1-yl 2-(naphthalen-1-yl)cyclobutane-1-carboxylate